[[amino-[3-[2-[[3-[3-(tert-butoxy carbonylamino)propylcarbamoyl]phenyl]sulfonylamino]-2-(6-methoxy-1,3-benzothiazol-2-yl)ethyl]phenyl]methylene]amino] acetate C(C)(=O)ON=C(C1=CC(=CC=C1)CC(C=1SC2=C(N1)C=CC(=C2)OC)NS(=O)(=O)C2=CC(=CC=C2)C(NCCCNC(=O)OC(C)(C)C)=O)N